methyl (1R,2S,5S)-3-[(2S)-2-(tert-butoxycarbonylamino)-3-(3-pyridyl)propanoyl]-6,6-dimethyl-3-azabicyclo[3.1.0]hexane-2-carboxylate C(C)(C)(C)OC(=O)N[C@H](C(=O)N1[C@@H]([C@H]2C([C@H]2C1)(C)C)C(=O)OC)CC=1C=NC=CC1